(S)-5-(4-(4-methylpyrazolo[1,5-a]pyridin-2-yl)-1,4,6,7-tetrahydro-5H-imidazo[4,5-c]pyridin-5-yl)-N-phenylpyrazine-2-carboxamide CC=1C=2N(C=CC1)N=C(C2)[C@H]2N(CCC1=C2N=CN1)C=1N=CC(=NC1)C(=O)NC1=CC=CC=C1